C(C)(=O)C1=C(C=C(C=C1)Cl)C=1C(=NN(C(C1)=O)[C@H](C(=O)NC1=CC=C(C(=O)OC(C)(C)C)C=C1)CC1=CC=CC=C1)C1=CC=CC=C1 tert-butyl (S)-4-(2-(4-(2-acetyl-5-chlorophenyl)-6-oxo-3-phenylpyridazin-1(6H)-yl)-3-phenylpropanamido)benzoate